methyl 2-(2-(2-(2-((4-bromopyridin-2-yl)oxy)ethoxy)ethoxy)ethoxy)acetate BrC1=CC(=NC=C1)OCCOCCOCCOCC(=O)OC